C1(CC1)C(CCCCCC)O 1-Cyclopropylheptan-1-ol